[(2s)-1-(2-fluoroethyl)azetidin-2-yl]methanol FCCN1[C@@H](CC1)CO